FC(C1=CC=C(C=C1)COC=1C=C(C=CC1)C1=CNC2=C1C(=NC=C2)C(=O)N)(F)F 3-(3-{[4-(trifluoromethyl)phenyl]methoxy}phenyl)-1H-pyrrolo[3,2-c]pyridine-4-carboxamide